C1(CCCCCC1)NC=1NC(C(N1)=CC=1C=C2C=NNC2=CC1)=O 2-(Cycloheptylamino)-4-(1H-indazol-5-ylmethylene)-1H-imidazol-5-one